BrC1=CC2=C(NC(C=3N2C=NC3)=O)N=C1 8-bromoimidazo[1,5-a]pyrido[2,3-e]pyrazin-4(5H)-one